N1=CC(=CC2=CC=CN=C12)C=1C=CN2N=C(N=CC21)N[C@@H]2C[C@H](C2)N(C)C trans-N1-(5-(1,8-naphthyridin-3-yl)pyrrolo[2,1-f][1,2,4]triazin-2-yl)-N3,N3-dimethylcyclobutane-1,3-diamine